d-Mannono-1,5-Lactone C1([C@@H](O)[C@@H](O)[C@H](O)[C@@H](CO)O1)=O